(R)-6-chloro-3-((1-(3,6-dimethyl-2-(1-methylcyclopropyl)-4-oxo-3,4-dihydropyrido[3,4-d]pyrimidin-8-yl)ethyl)amino)picolinic acid ClC1=CC=C(C(=N1)C(=O)O)N[C@H](C)C1=NC(=CC2=C1N=C(N(C2=O)C)C2(CC2)C)C